3-[5,7-Difluoro-2-(4-fluorophenyl)-1H-indol-3-yl]-N-[(3S,4R)-4-hydroxy-2-oxo-pyrrolidin-3-yl]butanamide FC=1C=C2C(=C(NC2=C(C1)F)C1=CC=C(C=C1)F)C(CC(=O)N[C@@H]1C(NC[C@H]1O)=O)C